[Si](C)(C)(C(C)(C)C)OCCOC=1C(=NC=C(C1)B1OC(C(O1)(C)C)(C)C)N1CC2(C1)CC(C2)(F)F 2-(3-(2-((tert-butyldimethylsilyl)oxy)ethoxy)-5-(4,4,5,5-tetramethyl-1,3,2-dioxaborolan-2-yl)pyridin-2-yl)-6,6-difluoro-2-azaspiro[3.3]heptane